ClC=1C=NC=C(C1)Cl 3,5-dichloropyridin